FS(C=1C=CC(=NC1)N1CCC(CC1)NC(C)=O)(F)(F)(F)F N-(1-(5-(pentafluoro-λ6-sulfanyl)pyridin-2-yl)piperidin-4-yl)acetamide